C(C1=CC=CC=C1)N1CCOC2=C1C=C(C=C2OCCCN2CCCC2)C2(NC(=CC(=N2)NC)C)N 2-[4-benzyl-8-(3-pyrrolidin-1-ylpropoxy)-2,3-dihydro-1,4-benzoxazin-6-yl]-N4,6-dimethyl-pyrimidine-2,4-diamine